(±)-3-((dimethylamino)methylene)-9,10-dimethoxy-1,3,4,6,7,11b-hexahydro-2H-pyrido[2,1-a]isoquinolin-2-one CN(C)C=C1C(C[C@H]2N(CCC3=CC(=C(C=C23)OC)OC)C1)=O |r|